(2S)-2-amino-3-{[(3-sulfophenyl)carbamoyl]amino}propanoic acid N[C@H](C(=O)O)CNC(NC1=CC(=CC=C1)S(=O)(=O)O)=O